C(C)(=O)C1=C(OCC(=O)O)C=CC=C1O (2-ACETYL-3-HYDROXYPHENOXY)ACETIC ACID